3-[[4-bromo-3-(trifluoromethyl)phenyl]methylene]azetidine BrC1=C(C=C(C=C1)C=C1CNC1)C(F)(F)F